4-(4-((1R,5S)-8-oxa-3-azabicyclo[3.2.1]octan-3-yl)-8-fluoro-2-(((2R,7aS)-2-fluorotetrahydro-1H-pyrrolizin-7a(5H)-yl)methoxy)pyrido[4,3-d]pyrimidin-7-yl)-5-ethyl-6-fluoronaphthalen-2-ol [C@H]12CN(C[C@H](CC1)O2)C=2C1=C(N=C(N2)OC[C@]23CCCN3C[C@@H](C2)F)C(=C(N=C1)C1=CC(=CC2=CC=C(C(=C12)CC)F)O)F